1-(2-aminoethyl)-3-(4-methyl-2-(piperidin-1-yl)quinolin-6-yl)thiourea NCCNC(=S)NC=1C=C2C(=CC(=NC2=CC1)N1CCCCC1)C